6-(trifluoromethyl)-3H-imidazo[4,5-b]Pyridine FC(C=1C=C2C(=NC1)NC=N2)(F)F